4-(3-bromophenyl)-2,6-dimethyltetrahydro-2H-pyran-4-carboxylic acid BrC=1C=C(C=CC1)C1(CC(OC(C1)C)C)C(=O)O